C(C)(C)(C)[C@H]1CC[C@H](CC1)NC(C1=CC(=CC(=C1)NC(=O)[C@@H]1CC[C@@H](CC1)C(C)(C)CC)NC(=O)[C@@H]1CC[C@@H](CC1)C(C)(C)CC)=O N-(cis-4-tert-butylcyclohexyl)-3,5-bis-[cis-4-tert-pentylcyclohexylcarbonylamino]-benzamide